ClC1=CC=C(CN2N=CC(=C2)CN2CC(C2)N)C=C1 1-((1-(4-chlorobenzyl)-1H-pyrazol-4-yl)methyl)azetidin-3-amine